(2S,4R)-4-hydroxy-L-proline O[C@@H]1C[C@H](NC1)C(=O)O